BrCC1=C(C(=O)OC)C=CN=C1C(F)(F)F Methyl 3-(bromomethyl)-2-(trifluoromethyl)isonicotinate